normal butyl propionate C(CC)(=O)OCCCC